thioethoxide [S-]CC